2-oxo-6-(2-oxohexahydro-1H-thieno[3,4-d]imidazol-4-yl)hexanal O=C(C=O)CCCCC1SCC2NC(NC21)=O